10-(2,5-dihydroxynaphthyl)-10H-9-oxa-10-phosphaphenanthrene-10-oxide OC1=C(C2=CC=CC(=C2C=C1)O)P1(OC2=CC=CC=C2C=2C=CC=CC12)=O